Br.C12=C(CCC(C1(C)C)C2)C pinen Hydrobromide